2,3-dimethyl-6-[(2R)-2-(1-methylpyrazol-4-yl)morpholin-4-yl]-8-[6-(trifluoromethyl)-3-pyridyl]pyrimido[5,4-d]pyrimidin-4-one CC=1N(C(C2=C(N1)C(=NC(=N2)N2C[C@H](OCC2)C=2C=NN(C2)C)C=2C=NC(=CC2)C(F)(F)F)=O)C